zinc bis-(2-ethylhexanoate) C(C)C(C(=O)[O-])CCCC.C(C)C(C(=O)[O-])CCCC.[Zn+2]